bis(methylsilyl) oxalate C(C(=O)O[SiH2]C)(=O)O[SiH2]C